(3Z)-12,12-dimethoxy-3-dodecen-1-ol COC(CCCCCCC\C=C/CCO)OC